N-[(2,4-dimethoxyphenyl)methyl]cinnoline-4-amine formate salt C(=O)O.COC1=C(C=CC(=C1)OC)CNC1=CN=NC2=CC=CC=C12